(R)-(7-bromo-6-fluoro-1-methyl-1,3,4,5-tetrahydro-2H-pyrido[4,3-b]indol-2-yl)(5-methoxypyrimidin-2-yl)methanone BrC=1C=CC=2C3=C(NC2C1F)CCN([C@@H]3C)C(=O)C3=NC=C(C=N3)OC